ClC1=CC(=C2C(=N1)N(C=N2)C[C@H]2NC(OC2)=O)N2CCOCC2 (R)-4-((5-chloro-7-morpholino-3H-imidazo[4,5-b]pyridin-3-yl)methyl)oxazolidin-2-one